C(C)N(C(CC)CCC(C(C)N(C1=CC=CC=C1)F)C)CC 3-Diethylamino-6-methyl-7-octylanilinofluorane